2-bromo-1H-imidazole-1-carboxylic acid tert-butyl ester C(C)(C)(C)OC(=O)N1C(=NC=C1)Br